N-(p-methylbenzylidene)aniline CC1=CC=C(C=C1)C=NC2=CC=CC=C2